tert-Butyl (S)-3-(4-(pyridin-2-yl)-1,2,3,4-tetrahydroquinoxaline-1-carboxamido)pyrrolidin-1-carboxylate N1=C(C=CC=C1)N1CCN(C2=CC=CC=C12)C(=O)N[C@@H]1CN(CC1)C(=O)OC(C)(C)C